N1(CCC12CNC2)S(=O)(=O)C2=CC(=C(C=C2)N2C[C@H](CC2)O)C=2NC1=CC=CC=C1C2 (S)-1-(4-((1,6-diazaspiro[3.3]heptan-1-yl)sulfonyl)-2-(1H-indol-2-yl)phenyl)pyrrolidin-3-ol